C(CCCC)OC([C@@H](NP1(OC[C@@H](OC1)CN1C2=NC=NC(=C2N=C1)N)=O)C(C)C)=O ((5S)-5-((6-amino-9H-purin-9-yl)methyl)-2-oxo-1,4,2-dioxaphosphorinan-2-yl)-L-valine pentyl ester